ClC1=CC=C(C(=N1)C(=O)O)NC(C)C1=CC(=CC=2C=3N(C(=NC12)N1CCOCC1)C=C(N3)C(F)(F)F)Cl 6-chloro-3-((1-(9-chloro-5-morpholino-2-(trifluoromethyl)imidazo[1,2-c]quinazolin-7-yl)ethyl)amino)picolinic acid